CC1(CC(=C(CC1)C)C)C=O 1,3,4-TRIMETHYL-3-CYCLOHEXEN-1-CARBOXALDEHYDE